1-ethyl-1H-imidazole-4-carbonitrile C(C)N1C=NC(=C1)C#N